C(C1=CC=CC=C1)N1C(NC(C=2N3C=CC=CC3=NC12)=O)=O 1-Benzyl-1H-1,3,4b,9-tetraaza-fluorene-2,4-dione